3-bromo-5-fluoro-2-(hydroxymethyl)-1,8-dimethylquinolin-4(1H)-one BrC1=C(N(C2=C(C=CC(=C2C1=O)F)C)C)CO